ethyltin C(C)[Sn]